5-(8-((2-(2,6-dioxopiperidin-3-yl)-1,3-dioxoisoindolin-4-yl)amino)octanamido)-2,4-difluoro-N-(6-(4-isopropyl-4H-1,2,4-triazol-3-yl)pyridin-2-yl)benzamide O=C1NC(CCC1N1C(C2=CC=CC(=C2C1=O)NCCCCCCCC(=O)NC=1C(=CC(=C(C(=O)NC2=NC(=CC=C2)C2=NN=CN2C(C)C)C1)F)F)=O)=O